C(C)(=O)C1=NN(C2=CC(=C(C=C12)C=1C=NC(=NC1)C)OC)CC(=O)OC(C)(C)C tert-Butyl 2-(3-acetyl-6-methoxy-5-(2-methylpyrimidin-5-yl)-1H-indazol-1-yl)acetate